FC(C)(F)C1=NC(=NO1)C12CCC(CC1)(CC2)CN(C(OCC(C)(C)C)=O)C2=NC=C(C(=C2)C2=CC=C(C=C2)C(C)(C)O)F neopentyl ((4-(5-(1,1-difluoroethyl)-1,2,4-oxadiazol-3-yl) bicyclo[2.2.2]octan-1-yl) methyl)(5-fluoro-4-(4-(2-hydroxypropan-2-yl) phenyl) pyridin-2-yl)carbamate